C1(CC1)CN(C(C1=C(C=CC=C1)F)=O)C1=CC(=CC=C1)N(CC=1N=CN(C1)COCC[Si](C)(C)C)C N-(cyclopropylmethyl)-2-fluoro-N-[3-[methyl-[[1-(2-trimethylsilylethoxymethyl)imidazol-4-yl]methyl]amino]phenyl]benzamide